5-(2-benzyloxyphenyl)oxazole C(C1=CC=CC=C1)OC1=C(C=CC=C1)C1=CN=CO1